2-((2-((3R,4R)-3-Amino-4-fluoropiperidin-1-yl)-6-fluoro-1H-benzo[d]imidazol-1-yl)methyl)pyrimidin-5-carbonitril N[C@@H]1CN(CC[C@H]1F)C1=NC2=C(N1CC1=NC=C(C=N1)C#N)C=C(C=C2)F